1-(9Z-pentadecenoyl)-2-(9Z,12Z-heptadecadienoyl)-glycero-3-phospho-(1'-sn-glycerol) CCCCC/C=C\CCCCCCCC(=O)OC[C@H](COP(=O)(O)OC[C@H](CO)O)OC(=O)CCCCCCC/C=C\C/C=C\CCCC